1-(1,3-dichloropropane-2-yl)pyrrolidine-3-carbonitrile ClCC(CCl)N1CC(CC1)C#N